ONC(=N)N1CC2(C1)CNC2 N-hydroxy-2,6-diazaspiro[3.3]heptane-2-carboximidamide